C1(=CC=CC=C1)N1N=NNC1=O 1-phenyl-1,4-dihydro-5H-tetrazol-5-one